CON(C([C@@H](CN1CCCC1)NC(OCC1=CC=CC=C1)=O)=O)C (R)-benzyl (1-(methoxy(methyl)amino)-1-oxo-3-(pyrrolidin-1-yl)propan-2-yl)carbamate